C1(CC1)C=1N=C2N(C=C(C(=C2)OC(C)C)C(=O)O)C1 2-cyclopropyl-7-isopropoxyimidazo[1,2-a]pyridine-6-carboxylic acid